N-(1-(1H-indol-3-yl)hexan-2-yl)-7-(4-methylpiperazin-1-yl)benzo[b]thiophene-2-Formamide N1C=C(C2=CC=CC=C12)CC(CCCC)NC(=O)C1=CC2=C(S1)C(=CC=C2)N2CCN(CC2)C